(8-((4-(butylamino)-5-(trifluoromethyl)-7H-pyrrolo[2,3-d]pyrimidin-2-yl)amino)-2,3-dihydrobenzo[b][1,4]dioxin-5-yl)(4-(oxetan-3-yl)piperazin-1-yl)methanone C(CCC)NC=1C2=C(N=C(N1)NC1=CC=C(C3=C1OCCO3)C(=O)N3CCN(CC3)C3COC3)NC=C2C(F)(F)F